CCC[Si](OC)(OC)OC 3-propyltrimethoxysilane